C(C)(C)(C)OC(=O)N1CCC(CC1)C=1C(=CC=2N(C1)N=CN2)C(=O)OC methyl 6-(1-(tert-butoxycarbonyl)piperidin-4-yl)-[1,2,4]triazolo[1,5-a]pyridine-7-carboxylate